N'-(tert-butyldimethylsilyl)-5-(2-hydroxypropan-2-yl)-1-isopropyl-1H-pyrazole-3-sulfonimidamide [Si](C)(C)(C(C)(C)C)N=S(=O)(N)C1=NN(C(=C1)C(C)(C)O)C(C)C